ClC1=C(NC=2SC=C(N2)C(C(=O)OCC)(CCC(=O)OC)CC)C=CC=C1 O1-ethyl O5-methyl 2-[2-(2-chloroanilino)thiazol-4-yl]-2-ethyl-pentanedioate